tert-butyl (5-(3-((4-(6-(2-oxopyrrolidin-1-yl)hexyl)-1-phenyl-1H-imidazol-2-yl)carbamoyl)phenyl)pyridin-2-yl)carbamate O=C1N(CCC1)CCCCCCC=1N=C(N(C1)C1=CC=CC=C1)NC(=O)C=1C=C(C=CC1)C=1C=CC(=NC1)NC(OC(C)(C)C)=O